tert-butyl (S)-5-amino-5-oxo-4-(1-oxo-5-(4,4,5,5-tetramethyl-1,3,2-dioxaborolan-2-yl) isoindolin-2-yl)pentanoate NC([C@H](CCC(=O)OC(C)(C)C)N1C(C2=CC=C(C=C2C1)B1OC(C(O1)(C)C)(C)C)=O)=O